C1(=CC=CC=C1)C1CN(CCC1)C(=O)NC1=CNC2=CC=C(C=C12)OCCC1=CC=C(C=C1)C(F)(F)F 3-Phenyl-N-(5-(4-(trifluoromethyl)phenethoxy)-1H-indol-3-yl)piperidine-1-carboxamide